ClCCNS(=O)(=O)C1=CC=C(C=C1)C1=C(C=CC=C1OC)OC N-(2-chloroethyl)-2',6'-dimethoxy-[1,1'-biphenyl]-4-sulfonamide